(S)-N-(2,3-dihydroxypropyl)-4-(2-(4-fluorophenyl)-1H-pyrrolo[2,3-b]pyridin-5-yl)thiazole-2-carboxamide O[C@@H](CNC(=O)C=1SC=C(N1)C=1C=C2C(=NC1)NC(=C2)C2=CC=C(C=C2)F)CO